CN(C1C[C@@H]2[C@@H](OC(O2)(CCCCCCCC\C=C/C\C=C/CCCCC)CCCCCCCC\C=C/C\C=C/CCCCC)C1)C (3ar,5s,6as)-N,N-dimethyl-2,2-bis((9z,12z)-octadeca-9,12-dienyl)tetrahydro-3aH-cyclopenta[d][1,3]dioxolen-5-amine